BrC1=C2CCCC(C2=CC=C1)=O 5-Bromo-3,4-dihydronaphthalen-1(2H)-one